CN1C(=NC=C1)C(CC(C(=O)OCC)=O)=O ethyl 4-(1-methyl-1H-imidazol-2-yl)-2,4-dioxobutyrate